4-(2-(3-(2-methyl-1H-imidazol-1-yl)phenoxy)ethoxy)-3-(trifluoromethoxy)benzonitrile CC=1N(C=CN1)C=1C=C(OCCOC2=C(C=C(C#N)C=C2)OC(F)(F)F)C=CC1